3-methyl-4-nitro-1-(phenylsulfonyl)-1H-indole CC1=CN(C2=CC=CC(=C12)[N+](=O)[O-])S(=O)(=O)C1=CC=CC=C1